C1(CC(C(CC1)C(C)C)OC(C(O)C)=O)C (-)-Menthyllactat